CC=1OC2=C(C1)C=C(C=C2)OCC2N(C=CC=C2)C2(CCC2)C(NC)=O 2-methyl-N-(1-(methylcarbamoyl)cyclobutyl)-5-(pyridin-2-ylmethoxy)benzofuran